1-(3-Fluoro-5-fluoromethoxypyridin-2-yl)-7-methoxy-3-methyl-8-(1-methyl-1H-pyrazol-4-yl)-1,3-dihydroimidazo[4,5-c]quinolin-2-one FC=1C(=NC=C(C1)OCF)N1C(N(C=2C=NC=3C=C(C(=CC3C21)C=2C=NN(C2)C)OC)C)=O